C(=O)(O)C(CCCCN)N 1-carboxyl-1,5-pentanediamine